Cl.COCCN1CCC(CC1)(C(=O)N[C@@H](C)C1=CC=C(C(=O)O)C=C1)NCCOC1=CC=CC=C1 4-[(1S)-1-[[1-(2-Methoxyethyl)-4-(2-phenoxyethylamino)piperidine-4-carbonyl]amino]ethyl]benzoic acid, hydrochloride